tert-butyl (1R,2S,5S)-2-[6-(5-methyl-1H-pyrazol-4-yl)-4-oxo-3,4-dihydrothieno[3,2-d]pyrimidin-2-yl]-3-azabicyclo[3.1.0]hexane-3-carboxylate CC1=C(C=NN1)C1=CC=2N=C(NC(C2S1)=O)[C@@H]1[C@@H]2C[C@@H]2CN1C(=O)OC(C)(C)C